(3S)-3-(5-chloropyrimidin-2-yl)-3-methoxy-5,5-dimethyl-6-oxocyclohex-1-ene-1-carbonitrile ClC=1C=NC(=NC1)[C@]1(C=C(C(C(C1)(C)C)=O)C#N)OC